para-thiophenylbenzyl acrylate C(C=C)(=O)OCC1=CC=C(C=C1)C=1SC=CC1